FC=1C(=C(C=C(C1)CC(C)C)N1CCN(CC1)CC1=NC=CC=C1OC)C=1N=NNN1 1-[3-fluoro-5-isobutyl-2-(2H-tetrazol-5-yl)phenyl]-4-[(3-methoxy-2-pyridyl)methyl]piperazine